1,1-bis(t-hexylperoxy)3,3,5-trimethylcyclohexane C(C)(C)(CCC)OOC1(CC(CC(C1)C)(C)C)OOC(C)(C)CCC